O=C1NC(CCC1N1C(C2=CC=CC(=C2C1)NC(C(C1=CC=C(C=C1)C1(CC1)C(F)(F)F)=O)=O)=O)=O N-(2-(2,6-dioxopiperidin-3-yl)-1-oxoisoindolin-4-yl)-2-oxo-2-(4-(1-(trifluoromethyl)cyclopropyl)phenyl)acetamide